NC1CN(CCC1)C1=CC=C(C=N1)NC1=C(C=NC2=CC=C(N=C12)C1=CC(=C(C(=C1)F)O)Cl)C(C)=O 1-(4-(6-(3-aminopiperidin-1-yl)pyridin-3-ylamino)-6-(3-chloro-5-fluoro-4-hydroxy-phenyl)-1,5-naphthyridin-3-yl)ethanone